CN(C1=CC=C(C=C1)CN1CCCCC1)CC=1C=2C3=C(C(N(C3=CC1)C1C(NC(CC1)=O)=O)=O)C=CC2 3-(6-((methyl(4-(piperidin-1-ylmethyl)phenyl)amino)methyl)-2-oxobenzo[cd]indol-1(2H)-yl)piperidine-2,6-dione